OCCN1C[C@@H]([C@H](CC1)NC(=O)C1=CC(=CC=2N(C=NC21)CC(F)(F)F)C#CCNC=2C(OC)=CC=C(C2)S(=O)(=O)C)C N-[(3S,4S)-1-(2-hydroxyethyl)-3-methyl-4-piperidyl]-6-[3-(4-mesyl-2-anisidino)-1-propynyl]-1-(2,2,2-trifluoroethyl)-1H-1,3-benzimidazole-4-carboxamide